(S)-5-(2,4-difluorophenyl)-2-(fluoromethyl)-3,4-dihydro-2H-pyrano[2,3-b]Pyridine-7-carboxylic acid FC1=C(C=CC(=C1)F)C1=C2C(=NC(=C1)C(=O)O)O[C@@H](CC2)CF